C(C)(=O)OCC1=C(SC(=C1CCO[Si](C)(C)C(C)(C)C)[Si](C)(C)C)C(F)(F)F [4-[2-[tert-butyl(dimethyl)silyl]oxyethyl]-2-(trifluoromethyl)-5-trimethylsilyl-3-thienyl]methyl acetate